(S)-2-(5-chloro-3-(6-chloropyridin-3-yl)-4-fluoro-2-isopropoxyphenyl)propionic acid ClC=1C(=C(C(=C(C1)[C@@H](C(=O)O)C)OC(C)C)C=1C=NC(=CC1)Cl)F